C1N(CCCC2=C1C=CC=C2)C=O (1,3,4,5-tetrahydro-2-benzazepin-2-yl)methanone